(S)-4,4-difluoropyrrolidine-1,2-dicarboxylic acid 2-benzyl 1-tert-butyl ester C(C)(C)(C)OC(=O)N1[C@@H](CC(C1)(F)F)C(=O)OCC1=CC=CC=C1